FC(CN1C(NC(=CC1=O)N[C@@H](C)C1=CC=CC=C1)=O)F (S)-3-(2,2-difluoroethyl)-6-((1-phenylethyl)amino)pyrimidine-2,4(1h,3h)-dione